C(=C)[Si](CC)(CC)CC Vinyltriethylsilan